2-(1-(2-(6-(Trifluoromethyl)imidazo[1,2-a]pyrazin-3-yl)pyrimidin-4-yl)piperidin-3-yl)thiazole FC(C=1N=CC=2N(C1)C(=CN2)C2=NC=CC(=N2)N2CC(CCC2)C=2SC=CN2)(F)F